BrC=1C=C2C=NN(C(C2=CC1)=O)C1C(NC(CC1)=O)=O 3-(6-bromo-1-oxo-phthalazin-2-yl)piperidine-2,6-dione